D-riboitol C([C@H](O)[C@H](O)[C@H](O)CO)O